ClC1=C(C=CC=C1NC1=CC(=C(C=C1)F)C)[C@]1(NC(N(C(C1)=O)C1CCOCC1)=NC(OC(C)(C)C)=O)C tert-Butyl N-{(4S)-4-[2-chloro-3-(4-fluoro-3-methylanilino)phenyl]-4-methyl-6-oxo-1-(tetrahydropyran-4-yl)hexahydropyrimidin-2-ylidene}carbamate